(2-amino-1-(3-chlorophenyl)ethyl)-1-(2-((3,3-difluorocyclobutyl)amino)-5-methylpyrimidin-4-yl)-1H-imidazole-4-carboxamide benzenesulfonic acid salt C1(=CC=CC=C1)S(=O)(=O)O.NCC(C1=CC(=CC=C1)Cl)C=1N(C=C(N1)C(=O)N)C1=NC(=NC=C1C)NC1CC(C1)(F)F